(E)-4-(2-(1-isopropyl-1H-imidazol-4-yl)vinyl)-5-methylthiazol C(C)(C)N1C=NC(=C1)/C=C/C=1N=CSC1C